1-(7-chloro-8-fluoro-2-(((2R,7aS)-2-fluorotetrahydro-1H-pyrrolizin-7a(5H)-yl)methoxy)pyrido[4,3-d]pyrimidin-4-yl)-3-methylpiperidin-3-ol ClC1=C(C=2N=C(N=C(C2C=N1)N1CC(CCC1)(O)C)OC[C@]12CCCN2C[C@@H](C1)F)F